FC(OC1=C(C=C(C(=N1)OC)NS(=O)(=O)C1=CN=C2N1C=CC(=C2)OC)F)F N-[6-(difluoromethoxy)-5-fluoro-2-methoxy-3-pyridyl]-7-methoxy-imidazo[1,2-a]pyridine-3-sulfonamide